2-(4-acetylphenyl)-10-(1,3-dimethyl-1H-pyrazol-5-yl)-7,7-dimethyl-5,12b-dihydro-1H,7H-chromeno[4,3-c][1,2,4]triazolo[1,2-a]pyridazin-1,3(2H)-dione C(C)(=O)C1=CC=C(C=C1)N1C(N2N(CC=C3C2C=2C=CC(=CC2OC3(C)C)C3=CC(=NN3C)C)C1=O)=O